C(C(=O)C)C1=CC(=CC(O1)=O)O 6-acetonyl-4-hydroxy-2-pyrone